C(CCC)[Si](C1=CC=C(C=C1)P(N(P(C1=CC=CC=C1)C1=C(C=CC=C1)OC)C)C1=CC=C(C=C1)[Si](CCCC)(CCCC)CCCC)(CCCC)CCCC N-(bis(4-(tributylsilyl)phenyl)phosphaneyl)-1-(2-methoxyphenyl)-N-methyl-1-phenylphosphanamine